BrC=1C=C2C(=CC(=NC2=C(C1)C)Cl)Cl 6-Bromo-2,4-dichloro-8-methylquinoline